2-[2-cyclopropyl-6-[4-cyclopropyl-2-[[(3s)-3-methylpiperidin-1-yl]methyl]-7-oxo-1-(2-trimethylsilylethoxymethyl)pyrrolo[2,3-c]pyridin-6-yl]pyridin-4-yl]-5-fluoro-N,N-dimethylbenzamide C1(CC1)C1=NC(=CC(=C1)C1=C(C(=O)N(C)C)C=C(C=C1)F)N1C(C2=C(C(=C1)C1CC1)C=C(N2COCC[Si](C)(C)C)CN2C[C@H](CCC2)C)=O